NC1=NC(=CC(=C1C#N)C1CCNCC1)C1=C(C=CC=C1O)OCC1CC1 2-Amino-6-(2-(cyclopropylmethoxy)-6-hydroxyphenyl)-4-(4-piperidinyl)-3-pyridinecarbonitril